7-methylbenzo[b][1,4]dioxepin-3-one CC1=CC2=C(OCC(CO2)=O)C=C1